BrCC(=O)C1=C(C=C(C(=C1)Br)F)O 2-bromo-1-(5-bromo-4-fluoro-2-hydroxyphenyl)ethan-1-one